S(=O)(=O)(O)C1C(=O)N(C(C1)=O)OC(=O)OCCS(=O)(=O)CCOC(=O)ON1C(C(CC1=O)S(=O)(=O)O)=O bis[2-(sulfosuccinimidooxycarbonyloxy)ethyl] sulfone